tert-butyl (1S,3S,4S)-5,5-difluoro-3-[[(E,1S)-3-fluoro-3-methylsulfonyl-1-[[(3S)-2-oxopyrrolidin-3-yl]methyl]allyl]carbamoyl]-2-azabicyclo[2.2.2]octane-2-carboxylate FC1([C@@H]2[C@H](N([C@H](C1)CC2)C(=O)OC(C)(C)C)C(N[C@H](\C=C(\S(=O)(=O)C)/F)C[C@H]2C(NCC2)=O)=O)F